(R)-3-(4-(benzyloxy)phenyl)-2-propanamido-propionic acid C(C1=CC=CC=C1)OC1=CC=C(C=C1)C[C@H](C(=O)O)NC(CC)=O